ClC1=CC(=NC(=N1)C)NC(=O)[C@@H]1[C@H](C1)C1=NSC(=N1)C |r| rac-(1S*,2S*)-N-(6-chloro-2-methylpyrimidin-4-yl)-2-(5-methyl-1,2,4-thiadiazol-3-yl)cyclopropane-1-carboxamide